NC=1N=C2N(N=C(C=C2)NC2CCC(CC2)C(C)(C)O)C1C1=CC(=CC=C1)C(F)(F)F 2-[(1r,4r)-4-[[2-amino-3-[3-(trifluoromethyl)phenyl]imidazo[1,2-b]pyridazin-6-yl]amino]cyclohexyl]propan-2-ol